C(C)N1N=C(C=C1C(C)C)C(=O)NC1=CC(=CC=C1)[C@H](C)NC1=CN=C2C(=N1)N(N=C2)C (S)-1-ethyl-5-isopropyl-N-(3-(1-((1-methyl-1H-pyrazolo[3,4-b]pyrazin-6-yl)amino)ethyl)phenyl)-1H-pyrazole-3-carboxamide